C(=O)[C@@H]1N(CCC1)C(=O)OC(C)(C)C (R)-tert-butyl 2-formylpyrrolidine-1-carboxylate